tetramethoxybenzylamine COC=1C(=C(C(N)(OC)OC)C=CC1)OC